4-hydroxy-N-[1-(hydroxymethyl)cyclohexyl]-2-oxo-1,8-naphthyridine-3-carboxamide OC1=C(C(NC2=NC=CC=C12)=O)C(=O)NC1(CCCCC1)CO